N[C@@H]1[C@@H](OCC12CCN(CC2)C=2N=CC(=NC2CO)SC2=CC=NC1=C2OCC2N1CC(C2)C#N)C 4-((5-((3S,4S)-4-amino-3-methyl-2-oxa-8-azaspiro[4.5]dec-8-yl)-6-(hydroxymethyl)pyrazin-2-yl)thio)-6a,7,8,9-tetrahydro-6H-pyrido[3,2-b]pyrrolo[1,2-d][1,4]-oxazine-8-carbonitrile